2-chloro-N-cyclopropyl-5-(1-(2,6-dichloro-4-(perfluoropropan-2-yl)phenyl)-1H-pyrazol-4-yl)-N-(oxetan-2-ylmethyl)nicotinamide ClC1=C(C(=O)N(CC2OCC2)C2CC2)C=C(C=N1)C=1C=NN(C1)C1=C(C=C(C=C1Cl)C(C(F)(F)F)(C(F)(F)F)F)Cl